Dodecyl-3-ethylpyrrolium triflate [O-]S(=O)(=O)C(F)(F)F.C(CCCCCCCCCCC)[NH+]1C=C(C=C1)CC